ClC1=C(C=CC=C1)C=1N=C(OC1)C1=C(C(=O)N)C=CC(=C1)N1CCOCC1 [4-(2-chlorophenyl)oxazol-2-yl]-4-morpholino-benzamide